CCCCCC=CCCCCCC=CCC hexadeca-6,13-diene